propan-2-yl 1,3-dioxo-2-benzofuran-5-carboxylate O=C1OC(C2=C1C=CC(=C2)C(=O)OC(C)C)=O